C(CCC\C=C/CC)OC(CCCC(=O)OCCCN(CCSSCCN(C)CCCOC(CCCC(OCCCC\C=C/CC)OCCCC\C=C/CC)=O)C)OCCCC\C=C/CC ((disulfanediylbis(ethane-2,1-diyl))bis(methylazanediyl))bis(propane-3,1-diyl) bis(5,5-bis(((Z)-oct-5-en-1-yl)oxy)pentanoate)